BrCC(F)C=1C=C2C3(CN(C(C2=CC1)=O)CC1=CC=C(C=C1)OC)CC3 6'-(2-bromo-1-fluoroethyl)-2'-(4-methoxybenzyl)-2',3'-dihydro-1'H-spiro[cyclopropane-1,4'-isoquinolin]-1'-one